5-chloro-3,4-dimethyl-1H-pyrrole-2-carboxylic acid ethyl ester C(C)OC(=O)C=1NC(=C(C1C)C)Cl